N-(1-(4-(trifluoromethyl)benzyl)-1H-indazol-3-yl)pyrazine-2-carboxamide FC(C1=CC=C(CN2N=C(C3=CC=CC=C23)NC(=O)C2=NC=CN=C2)C=C1)(F)F